7-(1H-imidazol-4-yl)-2-[3-(6-methyl-2-pyridyl)-1H-pyrazol-4-yl]-1,5-naphthyridine N1C=NC(=C1)C1=CN=C2C=CC(=NC2=C1)C=1C(=NNC1)C1=NC(=CC=C1)C